C(CCCCCCCC#CC#CCCCCCC)(=O)O 9,11-octadecadiynoic acid